4-(2-fluoro-6-methoxyphenyl)-N-(5-((4-hydroxybicyclo(2.2.2)oct-1-yl)methoxy)-1,3,4-thiadiazol-2-yl)-6-methylnicotinamide FC1=C(C(=CC=C1)OC)C1=CC(=NC=C1C(=O)NC=1SC(=NN1)OCC12CCC(CC1)(CC2)O)C